F[C@@H]1CN(CCC1)C (3S,4R)-3-fluoro-1-methylpiperidin